3-(4-bromophenyl)-5-ethyl-pyrazole-1-carboxylic acid tert-butyl ester C(C)(C)(C)OC(=O)N1N=C(C=C1CC)C1=CC=C(C=C1)Br